4-(3,3-difluoro-4,4-dimethyl-pyrrolidin-1-yl)-6-(2,4-dioxo-1H-pyrimidin-5-yl)pyridazine-3-carbonitrile FC1(CN(CC1(C)C)C1=C(N=NC(=C1)C=1C(NC(NC1)=O)=O)C#N)F